CC=1C=C(C=NC1)C=1N=NNC1 4-(5-methylpyridin-3-yl)-1H-1,2,3-triazol